FC=1C(=NC=CC1)C=O 3-fluoropyridinecarboxaldehyde